2,4-bis-(2-pyridyl)-3-methyl-7-(pyridin-2-ylmethyl)-3,7-diazabicyclo[3.3.1]Nonane-9-one N1=C(C=CC=C1)C1C2CN(CC(C(N1C)C1=NC=CC=C1)C2=O)CC2=NC=CC=C2